CC(C)OC1=CC=CC=C1 4-(propan-2-yloxy)benzene